5-bromo-3-(2-(3-(4-methoxyphenyl)-4-oxothiazolidin-2-ylidene)hydrazono)-1H-indol-2-one BrC=1C=C2C(C(NC2=CC1)=O)=NN=C1SCC(N1C1=CC=C(C=C1)OC)=O